tert-butyl 3-(2-(3-cyano-4-methylphenoxy)ethyl)pyrrolidine-1-carboxylate C(#N)C=1C=C(OCCC2CN(CC2)C(=O)OC(C)(C)C)C=CC1C